ethyl 2-[3-[[5-[2-(2-amino-3-pyridyl)-5-phenyl-imidazo[4,5-b]pyridin-3-yl]-6-methyl-2-pyridyl]carbamoyl]cyclopentyl]propanoate NC1=NC=CC=C1C1=NC=2C(=NC(=CC2)C2=CC=CC=C2)N1C=1C=CC(=NC1C)NC(=O)C1CC(CC1)C(C(=O)OCC)C